6-(4-chloro-3-fluorophenyl)-5,5-difluoro-3-(3-(pyridin-4-yl)-1H-pyrazol-5-yl)-1,3-oxazinan-2-one ClC1=C(C=C(C=C1)C1C(CN(C(O1)=O)C1=CC(=NN1)C1=CC=NC=C1)(F)F)F